Br[Se]C=1SC(=CC1)[Se]Br 2,5-dibromoselenothiophene